1,5-diaza-bicyclo(4.4.0)decene N12C=CCNC2CCCC1